O1CCC(=CC1)C1=NN2C(N(C(=C(C2=O)N2CCNCC2)CC)CC(=O)NC=2C=NC(=CC2C)C(F)(F)F)=N1 2-(2-(3,6-dihydro-2H-pyran-4-yl)-5-ethyl-7-oxo-6-(piperazin-1-yl)-[1,2,4]triazolo[1,5-a]pyrimidin-4(7H)-yl)-N-(4-methyl-6-(trifluoromethyl)pyridin-3-yl)acetamide